FC(=C1CCN(CC1)C=1C=C(C=CC1N1N=NC(=C1)C1=CC(=NC(=C1)C)N1CCC(CC1)(F)F)C(CO)S(=O)(=O)N)F {3-[4-(difluoromethylene)piperidin-1-yl]-4-{4-[2-(4,4-difluoropiperidin-1-yl)-6-methylpyridin-4-yl]-1H-1,2,3-triazol-1-yl}phenyl}-2-hydroxyethane-1-sulfonamide